2-oxo-4-((3-oxocyclobutyl)amino)-7-(trifluoromethyl)-1,2-dihydroquinoline-3-carbonitrile O=C1NC2=CC(=CC=C2C(=C1C#N)NC1CC(C1)=O)C(F)(F)F